C(C1=CC=CC=C1)[C@H]1N(CCN(C1)S(=O)(=O)C=1C=NC(=CC1)OC)C1=NC=C2C(=N1)N(N=C2C=2C(=C(C(=C(C2)C(F)(F)F)F)O)F)C (R)-3-(6-(2-Benzyl-4-((6-methoxypyridin-3-yl)sulfonyl)piperazin-1-yl)-1-methyl-1H-pyrazolo[3,4-d]pyrimidin-3-yl)-2,6-difluoro-5-(trifluoromethyl)phenol